2-(1-benzothiophen-3-yl)-5-(1H-pyrrolo[2,3-b]pyridin-4-yl)-1-{[2-(trimethylsilyl)ethoxy]methyl}-1H-pyrrole-3-carboxamide S1C=C(C2=C1C=CC=C2)C=2N(C(=CC2C(=O)N)C2=C1C(=NC=C2)NC=C1)COCC[Si](C)(C)C